OC(CNCCCCCCOCCCCC=1C=C(CS(=O)(=O)N)C=CC1)C1=CC(=C(C=C1)O)CO 3-(4-{6-[2-hydroxy-2-(4-hydroxy-3-hydroxymethyl-phenyl)-ethylamino]-hexyl-oxy}-butyl)-benzyl-sulfonamide